CC=1C=C(C=CC1)N(C(CC)=O)C N-(3-methylphenyl)-N-methylpropionamide